OC1=CC(=CC2=C1C(C(=CO2)C2=CC=C(C=C2)OC)=O)O 5,7-dihydroxy-3-(4-methoxyphenyl)benzopyran-4-one